FC(OCCC1C(C(C(CC1)(N)N)(N)N)(N)N)(F)F 2-trifluoromethoxyethyl-cyclohexanehexamine